3beta-hydroxy-5-cholestenoate C[C@H](CCCC(C)C(=O)O)[C@H]1CC[C@@H]2[C@@]1(CC[C@H]3[C@H]2CC=C4[C@@]3(CC[C@@H](C4)O)C)C